ClC=1C=C(COC=2C=C3CCC(C3=CC2)N2CC(C2)C(=O)OC)C=CC1C methyl 1-(5-((3-chloro-4-methylbenzyl)oxy)-2,3-dihydro-1H-inden-1-yl)azetidine-3-carboxylate